8-chlorothieno[2,3,4,5-lmn][3,8]phenanthroline-1,3,5,7(2H,6H)-tetraone ClC=1C=C2C(NC(C3=C2C2=C(C(NC(C12)=O)=O)S3)=O)=O